C(C1=CC=CC=C1)(=O)C=1C(OC2=CC(=CC(=C2C1)OCC)OCC)=O 3-benzoyl-5,7-diethoxycoumarin